C(CCCCCCCCCCC)OC(CCCCCCC\C=C/CCCCCCCC)=O oleic acid lauryl ester